methyl-di(dec-9-en-1-yl)aluminum C[Al](CCCCCCCCC=C)CCCCCCCCC=C